(2S)-1-[(tert-butoxy)carbonyl]-4-(6-{[6-(2-methylphenyl)-5-(trifluoromethyl)pyridin-2-yl]sulfamoyl}pyridin-2-yl)piperazine-2-carboxylic acid C(C)(C)(C)OC(=O)N1[C@@H](CN(CC1)C1=NC(=CC=C1)S(NC1=NC(=C(C=C1)C(F)(F)F)C1=C(C=CC=C1)C)(=O)=O)C(=O)O